ClC=1C=CC2=C(C[C@H](CC=3N2C(=NN3)[C@@H]3CC[C@H](CC3)OC3=NC=CC=C3)NC(=O)C3(COC3)C)C1 N-{(5R)-8-Chloro-1-[trans-4-(pyridin-2-yloxy)cyclohexyl]-5,6-dihydro-4H-[1,2,4]triazolo[4,3-a][1]benzazepin-5-yl}-3-methyloxetan-3-carboxamid